1-(tert-butyl)-N-(2-chloro-4-(6-morpholinopyrrolo[2,1-f][1,2,4]triazin-4-yl)benzyl)-1H-1,2,3-triazole-4-carboxamide C(C)(C)(C)N1N=NC(=C1)C(=O)NCC1=C(C=C(C=C1)C1=NC=NN2C1=CC(=C2)N2CCOCC2)Cl